ClC1=NC=CC(=C1C=1NC(CN1)C)C1=CC=CC=C1 2-chloro-3-(5-methyl-4,5-dihydro-1H-imidazol-2-yl)-4-phenylpyridine